(2S)-4-(4'-(2-amino-3-methoxypropoxy)-[1,1'-biphenyl]-4-yl)-2-(2-((S)-1-hydroxyethyl)-1H-imidazol-1-yl)but-3-yn-1-ol NC(COC1=CC=C(C=C1)C1=CC=C(C=C1)C#C[C@@H](CO)N1C(=NC=C1)[C@H](C)O)COC